3,3'-iminobis(5-methylthio-1H-1,2,4-triazole) N(C1=NNC(=N1)SC)C1=NNC(=N1)SC